N(=[N+]=[N-])C=1C=NN(C1)C(F)F 4-azido-1-(difluoromethyl)-1H-pyrazole